C(C)(=O)NC1=C(C(=O)NC2=NC=C(N=C2)C)C=CC=C1 2-acetamido-N-(5-methylpyrazin-2-yl)benzamide